FC(C1=CC=C(C=C1)N1CC(CC2=NC=CC=C12)CO)(F)F (1-(4-(trifluoromethyl)phenyl)-1,2,3,4-tetrahydro-1,5-naphthyridin-3-yl)methanol